(4-methoxyphenyl)-3-(5-methylthiazol-4-yl)-6-phenethyl-oxy-1H-inden-1-one COC1=CC=C(C=C1)C=1C(C2=CC(=CC=C2C1C=1N=CSC1C)OCCC1=CC=CC=C1)=O